C(C)(C)(C)OC(=O)N1CC(C1)(O)C=1C=C(C(=O)O)C=CC1C 3-(1-(tert-butoxycarbonyl)-3-hydroxyazetidin-3-yl)-4-methylbenzoic acid